Cl.FC(C=1C=C(C=CC1)[C@@H](C)N)(F)F (R)-1-(3-trifluoromethylphenyl)ethylamine hydrochloride